2,3-Dibutyl-5,6-dihydroxy-1,4-benzenedicarboxaldehyde C(CCC)C1=C(C(=C(C(=C1CCCC)C=O)O)O)C=O